FC1=C(C=CC=C1)[C@H](C)N (S)-1-[2-fluorophenyl]ethylamine